ClC(C(=O)O)CCCCCCCCCCCCCCCC chlorooctadecanoic acid